FN1CC=CC2=CC(=CC=C12)C(C)C 1-fluoro-6-isopropylquinoline